6-[3-(5-Chloro-2-methoxypyridine-3-sulfonamido)-2,6-difluorophenyl]-7-fluoro-N-(2-hydroxycyclopentyl)-1H-indazole-3-carboxamide ClC=1C=C(C(=NC1)OC)S(=O)(=O)NC=1C(=C(C(=CC1)F)C1=CC=C2C(=NNC2=C1F)C(=O)NC1C(CCC1)O)F